ClC1=C(C=2N=C(N=C(C2C=N1)N1CC2CCC(C1)N2C(=O)OC(C)(C)C)NCC2(CC2)CO)F tert-butyl 3-(7-chloro-8-fluoro-2-(((1-(hydroxymethyl) cyclopropyl) methyl) amino) pyrido[4,3-d]pyrimidin-4-yl)-3,8-diazabicyclo[3.2.1]octane-8-carboxylate